NC(C(C)N1N=C(C2=NC=C(C=C21)C(=O)NC2(CS(C2)(=O)=O)C)C2=C(C=CC(=C2)OC(F)F)F)=O 1-(1-amino-1-oxopropan-2-yl)-3-(5-(difluoromethoxy)-2-fluorophenyl)-N-(3-methyl-1,1-dioxidothietan-3-yl)-1H-pyrazolo[4,3-b]pyridine-6-carboxamide